ClC1=C(C=NNC1=O)N1C[C@@H](CC1)OC=1C=C(C(=O)NC2CCOCC2)C=CN1 (R)-2-((1-(5-chloro-6-oxo-1,6-dihydropyridazin-4-yl)pyrrolidin-3-yl)oxy)-N-(tetrahydro-2H-pyran-4-yl)isonicotinamide